N-(4-fluorophenyl)-2-[1-(1,3-oxazole-5-carbonyl)-1,2,3,4-tetrahydroquinolin-6-yl]propanamide FC1=CC=C(C=C1)NC(C(C)C=1C=C2CCCN(C2=CC1)C(=O)C1=CN=CO1)=O